(1r,4R)-4-hydroxy-N-((1R,2R)-2-(3-phenylpropyl)cyclopropyl)cyclohexane-1-carboxamide OC1CCC(CC1)C(=O)N[C@H]1[C@@H](C1)CCCC1=CC=CC=C1